C(=O)(C(=O)O)CC(=O)[O-] Oxaloacetate